3-(4-(7-(((adamantan-1-yl)methyl)amino)hept-1-yn-1-yl)-1-oxoisoindolin-2-yl)piperidine-2,6-dione C12(CC3CC(CC(C1)C3)C2)CNCCCCCC#CC2=C3CN(C(C3=CC=C2)=O)C2C(NC(CC2)=O)=O